CN1CCC(CC1)NC(=O)C=1C=C2C(=CC=NC2=CN1)OC=1C=NC(=CC1)NC(=O)C=1C(N(C=CC1)C1=CC=CC=C1)=O N-(1-methyl-4-piperidyl)-4-[[6-[(2-oxo-1-phenyl-pyridine-3-carbonyl)amino]-3-pyridyl]oxy]-1,7-naphthyridine-6-carboxamide